3-[5-(4-chloroindole-1-sulfonyl)-2-fluoro-4-methoxyphenyl]-2,4-dioxo-1H-thieno[3,4-d]pyrimidine-5-carboxylic acid ClC1=C2C=CN(C2=CC=C1)S(=O)(=O)C=1C(=CC(=C(C1)N1C(NC=2C(C1=O)=C(SC2)C(=O)O)=O)F)OC